2-chloro-8-methyl-N-(2-(methylsulfonyl)phenyl)-9-((2-(trimethylsilyl)ethoxy)-methyl)-9H-purin-6-amine ClC1=NC(=C2N=C(N(C2=N1)COCC[Si](C)(C)C)C)NC1=C(C=CC=C1)S(=O)(=O)C